2-benzyl-2-dimethylamino-1-(4-morpholinyl)-1-butanone C(C1=CC=CC=C1)C(C(=O)N1CCOCC1)(CC)N(C)C